BrC1=C2C=CC=CC2=C(C2=CC=CC=C12)C=1C=CC=2N(C3=CC=CC=C3C2C1)C1=CC=CC=C1 3-(10-bromoanthracen-9-yl)-9-phenyl-9H-carbazole